(S)-5-((((6-(2-chloro-3-(3-chloro-2-(3-((((S)-2-hydroxypropyl)amino)methyl)-1-methyl-1H-indol-6-yl)pyridin-4-yl)phenyl)-2-methoxypyridin-3-yl)methyl)amino)methyl)pyrrolidin-2-one ClC1=C(C=CC=C1C1=C(C(=NC=C1)C1=CC=C2C(=CN(C2=C1)C)CNC[C@H](C)O)Cl)C1=CC=C(C(=N1)OC)CNC[C@@H]1CCC(N1)=O